5-Amino-6-chloro-cresol NC1=CC=C(C(=C1Cl)O)C